OC1=C2C(C=C(OC2=CC(=C1)O)C1=C(C=CC=C1OC)O)=O 5,7,2'-trihydroxy-6'-methoxyflavone